(2S,4R)-4-(benzyloxy)-N-((S)-1-(cyclopropylamino)-6-guanidino-1,2-dioxohexan-3-yl)-1-((S)-4-phenyl-2-(3-phenylpropanamido)butanoyl)pyrrolidine-2-carboxamide C(C1=CC=CC=C1)O[C@@H]1C[C@H](N(C1)C([C@H](CCC1=CC=CC=C1)NC(CCC1=CC=CC=C1)=O)=O)C(=O)N[C@H](C(C(=O)NC1CC1)=O)CCCNC(=N)N